C(#N)C1=CC(=C(OCC2=CC=CC(=N2)COC2CCN(CC2)CC2=NC3=C(N2C[C@H]2OCC2)C=C(C=C3)C(=O)O)C=C1)F (S)-2-((4-((6-((4-cyano-2-fluorophenoxy)methyl)pyridin-2-yl)methoxy)piperidin-1-yl)methyl)-1-(oxetan-2-ylmethyl)-1H-benzo[d]imidazole-6-carboxylic acid